C(C)N(CC)CC1=C(C=CC(=C1)NC1=CC=NC=C1)O 2-((diethylamino)methyl)-4-(pyridin-4-ylamino)phenol